NCC1=CC2=C(C(=NO2)C[C@H](C(=O)OC(C)(C)C)[C@@H]2CN(CC2)C(=O)OC(C)(C)C)C=C1 tert-butyl (R)-3-((S)-3-(6-(aminomethyl)benzo[d]isoxazol-3-yl)-1-(tert-butoxy)-1-oxopropan-2-yl)pyrrolidine-1-carboxylate